O[C@@H]1CN(CC1)CC=1NC(C=2SC(=C3OCCCC1C23)C=2C=NNC2)=O (S)-5-((3-hydroxypyrrolidin-1-yl)methyl)-1-(1H-pyrazol-4-yl)-4,6,7,8-tetrahydro-3H-9-oxa-2-thia-4-azabenzo[cd]azulen-3-one